OC1=CC(=CC=2OCCOC21)NC(OC(C)(C)C)=O tert-butyl N-(5-hydroxy-2,3-dihydro-1,4-benzodioxin-7-yl)carbamate